C(C)NCC(C[Si](OC)(OC)OC)C N-ethyl-3-amino-2-methylpropyltrimethoxysilane